C(CCCCCC)C(C(=O)OCCCCC#CC=1C=NC=C(C1)C#CCCCCOC(C(CCCCCCC)CCCCCCC)=O)CCCCCCC pyridine-3,5-diylbis(hex-5-yne-6,1-diyl) bis(2-heptylnonanoate)